5-[1-methyl-3-[(1S)-1-phenylethoxy]pyrazolo[3,4-c]pyridazin-5-yl]-1H-pyrimidine-2,4-dione CN1N=C(C=2C1=NN=C(C2)C=2C(NC(NC2)=O)=O)O[C@@H](C)C2=CC=CC=C2